ClC=1C(=C(C=CC1F)NC1=NC=NC2=CC(=C(C=C12)N)C#CC1(CN(CC1)C)C)F N4-(3-chloro-2,4-difluorophenyl)-7-((1,3-dimethylpyrrolidin-3-yl)ethynyl)quinazoline-4,6-diamine